N3,N6,N6-trimethylacridine-3,6-diamine CNC=1C=CC2=CC3=CC=C(C=C3N=C2C1)N(C)C